(1s,2s)-2-phenylethoxycyclopropane-1-carboxylic acid C1(=CC=CC=C1)CCOC1(CC1)C(=O)O